Methyl 2-[[4-[6-[(5-bromo-3-fluoro-2-pyridyl)methoxy]-2-pyridyl]-2,5-difluoro-phenyl]methyl]-7-fluoro-3-[[1-(fluoromethyl)cyclopropyl]methyl]benzimidazole-5-carboxylate BrC=1C=C(C(=NC1)COC1=CC=CC(=N1)C1=CC(=C(C=C1F)CC=1N(C2=C(N1)C(=CC(=C2)C(=O)OC)F)CC2(CC2)CF)F)F